C(C)OC(=O)C=1C=NN(C1)C1=CC=C(C=C1)CBr 1-(4-(bromomethyl)phenyl)-1H-pyrazole-4-carboxylic acid ethyl ester